2-carboxy-3-(3-nitro-4-isopropoxybenzoyl)-butyric acid C(=O)(O)C(C(=O)O)C(C)C(C1=CC(=C(C=C1)OC(C)C)[N+](=O)[O-])=O